(2S,11aR)-2-(benzyloxy)-7-fluoro-8-methyl-6-(2-oxopropoxy)-2,3,11,11a-tetrahydro-1H,5H-benzo[f]pyrrolo[2,1-c][1,4]oxazepin-5-one C(C1=CC=CC=C1)O[C@H]1C[C@@H]2COC3=C(C(N2C1)=O)C(=C(C(=C3)C)F)OCC(C)=O